CN1N=CC=2C1=NC(=CC2N2CC1=C(CC2)N(N=C1C)CC12CCC(CC1)(CC2)NC(CCNCC)=O)C N-(4-((5-(1,6-dimethyl-1H-pyrazolo[3,4-b]pyridin-4-yl)-3-methyl-4,5,6,7-tetrahydro-1H-pyrazolo[4,3-c]pyridin-1-yl)methyl)bicyclo[2.2.2]octan-1-yl)-3-(ethylamino)propanamide